5-methoxy-3-methylthiopyridin-2-amine COC=1C=C(C(=NC1)N)SC